2,3-dihydrospiro[isoindole-1,9'-xanthen]-3-one C1=CC=CC=2OC3=CC=CC=C3C3(C12)NC(C1=CC=CC=C13)=O